[N+](=O)([O-])C1=CC=C(C(/C=C/C2=CC=C(C=C2)Br)=O)C=C1 4'-nitro-4-bromochalcone